2-(4-(4-(4-(trifluoromethyl)benzyl)pyrazolo[1,5-a]pyridine-3-carboxamido)bicyclo[2.2.2]octan-1-yl)acetic acid FC(C1=CC=C(CC=2C=3N(C=CC2)N=CC3C(=O)NC32CCC(CC3)(CC2)CC(=O)O)C=C1)(F)F